(S)-N-(1-(4-aminophenyl)-2,2,2-trifluoroethyl)-N-methyltetrahydro-2H-thiopyran-4-carboxamide 1,1-dioxide hydrochloride Cl.NC1=CC=C(C=C1)[C@@H](C(F)(F)F)N(C(=O)C1CCS(CC1)(=O)=O)C